(1S,3S,5R)-5-(((6-ethoxy-6-oxohexyl)oxy)methyl)-2-((4-phenoxybutanoyl)glycyl)-2-azabicyclo[3.1.0]hexane-3-carboxylic acid C(C)OC(CCCCCOC[C@@]12C[C@H](N([C@H]2C1)C(CNC(CCCOC1=CC=CC=C1)=O)=O)C(=O)O)=O